BrCC=1C=C2C=CC=NC2=C(C1)Cl 6-(bromomethyl)-8-chloroquinoline